methyl 4-(benzyloxy)-2-methyl-5,8-dihydronaphthalene-1-carboxylate C(C1=CC=CC=C1)OC1=CC(=C(C=2CC=CCC12)C(=O)OC)C